4-ethyl-1H-imidazole C(C)C=1N=CNC1